ClC1=NSC=2C1=NC(=CC2C2(CCCCC2)C#N)N2[C@@H](COCC2)C 1-{3-chloro-5-[(3R)-3-methylmorpholin-4-yl]-[1,2]Thiazolo[4,5-b]Pyridin-7-yl}cyclohexane-1-carbonitrile